4-benzylidene-3-methyl-1-(4-fluorophenyl)-1H-pyrazol-5(4H)-one C(C1=CC=CC=C1)=C1C(=NN(C1=O)C1=CC=C(C=C1)F)C